ClC1=C(C(=NC=N1)N)C=COC 6-Chloro-5-(2-methoxyvinyl)pyrimidin-4-ylamine